C1(CC1)C(C(C=1OC2=C(N1)C=C(C=C2)C=C)NC(OCC2=CC=CC=C2)=O)C2CC2 Benzyl (2,2-dicyclopropyl-1-(5-vinylbenzo[d]oxazol-2-yl)ethyl)carbamate